bis(4-fluoro sulfophenyl) ether FC1=CC(=C(C=C1)OC1=C(C=C(C=C1)F)S(=O)(=O)O)S(=O)(=O)O